1-(2-Methyl-6-(5-(piperazin-1-ylmethyl)thiophen-2-yl)-3,4-dihydroquinolin-1(2H)-yl)ethan-1-one CC1N(C2=CC=C(C=C2CC1)C=1SC(=CC1)CN1CCNCC1)C(C)=O